ClC=1C=C(C=CC1F)C(NC(=O)[C@H]1NC(NC1)=O)C1C=2C=C(C=CC2C1)Cl (4S)-N-((3-chloro-4-fluorophenyl)(4-chlorobicyclo[4.2.0]-octa-1(6),2,4-trien-7-yl)-methyl)-2-oxoimidazolidine-4-carboxamide